BrC=1C=C(C=CC1)N1N=CN=C1 2-(3-bromophenyl)-[1,2,4]Triazole